NC1=NC=C(C2=C1C(=C(S2)C2=C(C=C(C=C2)NC(C(=C)C)=O)C)C2=CC(=C(C=C2)OC2=NC=CC(=N2)C)F)C=2C=NN(C2)C N-(4-(4-amino-3-(3-fluoro-4-((4-methylpyrimidin-2-yl)oxy)phenyl)-7-(1-methyl-1H-pyrazol-4-yl)thieno[3,2-c]pyridin-2-yl)-3-methylphenyl)methacrylamide